4-methoxy-1H-pyrrolo[2,3-b]Pyridine-2-carboxylic acid COC1=C2C(=NC=C1)NC(=C2)C(=O)O